7-(3-cyclopropanecarbonyl-azetidin-1-yl)-5-methyl-4-oxo-1-(1,2,4-thiadiazol-5-yl)-1,4-dihydro-1,8-naphthyridine-3-carboxylic acid C1(CC1)C(=O)C1CN(C1)C1=CC(=C2C(C(=CN(C2=N1)C1=NC=NS1)C(=O)O)=O)C